(2,6-Dioxopiperidin-3-yl)-3'-methyl-6-oxo-7,8-dihydro-2H,6H-spiro[furo[2,3-e]isoindole-3,4'-piperidine]-1'-carboxylic acid tert-butyl ester C(C)(C)(C)OC(=O)N1C(C(C2(CC1)COC1=C3CNC(C3=CC=C12)=O)C)C1C(NC(CC1)=O)=O